[5-ethynyl-6-fluoro-4-(4,4,5,5-tetramethyl-1,3,2-dioxaborolan-2-yl)-2-Naphthyl]2,2-dimethylpropionate C(#C)C1=C2C(=CC(=CC2=CC=C1F)OC(C(C)(C)C)=O)B1OC(C(O1)(C)C)(C)C